ClC1=C(C(=CC=C1)Cl)N1N=CC(=C1)[N+](=O)[O-] 1-(2,6-dichlorophenyl)-4-nitro-1H-pyrazole